C(#N)[C@H]1N(CSC1)C(CNC(=O)C1=CC=NC2=CC=C(C=C12)C1(CCOCC1)F)=O (R)-N-(2-(4-cyanothiazolidin-3-yl)-2-oxoethyl)-6-(4-fluorotetrahydro-2H-pyran-4-yl)-quinoline-4-carboxamide